O1C(=NC=C1)C=1C=C(CNNC(NC=2C=C3C=NN(C3=CC2)C2OCCCC2)=O)C=CN1 2-(2-(oxazol-2-yl)isonicotinyl)-N-(1-(tetrahydro-2H-pyran-2-yl)-1H-indazol-5-yl)carbamoyl-hydrazine